BrC=1C=C(C(=NC1)C1=NC2=C(C(N(C(=C2)C(F)(F)F)CC)=O)N1C)SCC 2-(5-bromo-3-ethylsulfanyl-2-pyridyl)-5-ethyl-3-methyl-6-(trifluoromethyl)imidazo[4,5-c]pyridin-4-one